(Z)-2-amino-4-[(2,5-dimethoxyphenyl)methylene]-2-imidazolin-5-one NC=1NC(/C(/N1)=C/C1=C(C=CC(=C1)OC)OC)=O